ClC=1C=C(NC2(CCC3(C(CC4=CC=CC=C34)[C@@H]3[C@H](C3)COC3=CC=CC=C3)CC2)C(=O)O)C=CC1 |o1:17,18| (1r,4r)-4-(3-chloroanilino)-2'-[(1R*,2S*)-2-(phenoxymethyl)cyclopropyl]-2',3'-dihydrospiro[cyclohexane-1,1'-indene]-4-carboxylic acid